C(C)(C)(C)N1N=C(C(=C1)CCN[C@H](C(=O)N1C[C@]2(C[C@H]1C(N)=O)C(NC1=CC=CC=C12)=O)CC1CC1)C(=O)O 1-(tert-butyl)-4-(2-(((S)-1-((3R,5'S)-5'-carbamoyl-2-oxospiro[indol-3,3'-pyrrolidin]-1'-yl)-3-cyclopropyl-1-oxopropan-2-yl)amino)ethyl)-1H-pyrazole-3-carboxylic acid